N-(5-(2-(difluoromethoxy)-5-((triisopropylsilyl)thio)phenyl)-1-((2-(trimethylsilyl)ethoxy)methyl)-1H-pyrazol-4-yl)pyrazolo[1,5-a]pyrimidine-3-carboxamide FC(OC1=C(C=C(C=C1)S[Si](C(C)C)(C(C)C)C(C)C)C1=C(C=NN1COCC[Si](C)(C)C)NC(=O)C=1C=NN2C1N=CC=C2)F